ClC=1C=C(C=C(C1)Cl)N1C(CN(CC1)C(=O)C1=CC=CC2=CC=CC=C12)C (4-(3,5-dichlorophenyl)-3-methylpiperazin-1-yl)(naphthalen-1-yl)methanone